4-[(3-chloro-4-fluoro-phenyl)amino]-6-[2-((S)-6-methyl-2-oxo-morpholin-4-yl)-ethoxy]-7-methoxy-quinazoline ClC=1C=C(C=CC1F)NC1=NC=NC2=CC(=C(C=C12)OCCN1CC(O[C@H](C1)C)=O)OC